4-(6'-methoxy-5-propoxy-[3,3'-bipyridin]-5-yl)-1,2-oxaborolan-2-ol COC1=CC=C(C=N1)C1=CN=CC(C1)(OCCC)C1CB(OC1)O